1,2,3,4,6-O-pentagalloylglucose C1=C(C=C(C(=C1O)O)O)C(=O)OC[C@@H]2[C@H]([C@@H]([C@H]([C@@H](O2)OC(=O)C3=CC(=C(C(=C3)O)O)O)OC(=O)C4=CC(=C(C(=C4)O)O)O)OC(=O)C5=CC(=C(C(=C5)O)O)O)OC(=O)C6=CC(=C(C(=C6)O)O)O